COC1=NC=NN2C1=C(C=C2)C=2C=C1C(=NC2)N=C(N1CC1=NOC(=N1)C)C 6-(4-methoxypyrrolo[2,1-f][1,2,4]triazin-5-yl)-2-methyl-1-((5-methyl-1,2,4-oxadiazol-3-yl)methyl)-1H-imidazo[4,5-b]pyridine